C(C1=CC=CC=C1)NC1=NC=CC(=N1)C=O 2-(BENZYLAMINO)PYRIMIDINE-4-CARBALDEHYDE